NC1=NC(=NC(=C1)N)C=1N=C(SC1)N(C=1C=C(C=CC1C)C=1C=CC(=NC1)C(=O)OC)CCC Methyl 5-(3-((4-(4,6-diaminopyrimidin-2-yl)thiazol-2-yl)(propyl)amino)-4-methylphenyl)picolinate